BrC1=CC=C(C(=N1)F)N(S(=O)(=O)C)S(=O)(=O)C N-(6-bromo-2-fluoropyridin-3-yl)-N-(methylsulfonyl)methanesulfonamide